N-((1s,3s)-3-hydroxy-3-methylcyclobutyl)-2-(4-isopropyl-1-carbonyl-7-(phenylthio)pyrrolo[1,2-d][1,2,4]triazin-2(1H)-yl)acetamide OC1(CC(C1)NC(CN1N=C(N2C(C1=C=O)=CC(=C2)SC2=CC=CC=C2)C(C)C)=O)C